N-(cis-2-(((4-(3,5-difluorophenyl)-4-fluorocyclohexyl)oxy)methyl)-piperidin-3-yl)methanesulfonamide FC=1C=C(C=C(C1)F)C1(CCC(CC1)OC[C@@H]1NCCC[C@@H]1NS(=O)(=O)C)F